C(C)(C)(C)P(C(C)(C)C)Cl di-tert-butyl-phosphinous chloride